trans-N-[2-fluoro-3-(5-fluoro-4-methyl-6-oxo-1,6-dihydropyrimidin-2-yl)-4-(trifluoromethyl)benzyl]-3-[(3-fluorobenzyl)oxy]cyclobutane-1-carboxamide FC1=C(CNC(=O)[C@@H]2C[C@H](C2)OCC2=CC(=CC=C2)F)C=CC(=C1C=1NC(C(=C(N1)C)F)=O)C(F)(F)F